tert-butyl-3-[[4-[(3-cyano-4-methyl-1H-indol-7-yl)sulfamoyl]pyrazol-1-yl]methyl]-3-fluoro-azetidine-1-carboxylate C(C)(C)(C)OC(=O)N1CC(C1)(F)CN1N=CC(=C1)S(NC=1C=CC(=C2C(=CNC12)C#N)C)(=O)=O